N-(1,1-Dimethylsilacyclohex-4-yl)-4-fluoro-1H-pyrrolo[2,3-c]pyridine-2-carboxamide C[Si]1(CCC(CC1)NC(=O)C1=CC=2C(=CN=CC2F)N1)C